FC1(CC(C1)CS(=O)(=O)NC1=C(C=C(C=C1F)C1=NC=2C=NC(=NC2N(C1=O)C(C)C)NC1CCC(CC1)N(C)C)F)F 1-(3,3-Difluorocyclobutyl)-N-[4-[2-[[4-(dimethylamino)cyclohexyl]amino]-8-isopropyl-7-oxo-pteridin-6-yl]-2,6-difluoro-phenyl]methanesulfonamide